3-bromo-4,5-dimethyl-pyridine BrC=1C=NC=C(C1C)C